CC1(N(C(OC1)=O)C1=NC(=C(C(=O)O)C=C1)N1CCC2(CC2)CC1)C 6-(4,4-dimethyl-2-oxooxazolidin-3-yl)-2-(6-azaspiro[2.5]oct-6-yl)nicotinic acid